OC1(CC(C1)(C1=NN=CN1C)C=1C=C(C=CC1)N1C(C2=CC(=CC(=C2C1)C(F)(F)F)CNC1(CCC1)C)=O)C 2-(3-((1s,3s)-3-hydroxy-3-methyl-1-(4-methyl-4H-1,2,4-triazol-3-yl)cyclobutyl)phenyl)-6-(((1-methylcyclobutyl)amino)methyl)-4-(trifluoromethyl)isoindolin-1-one